ClC1=C(C=C(C=N1)C(=O)Cl)[N+](=O)[O-] 6-chloro-5-nitropyridine-3-carbonyl chloride